German oxygen [O].[GeH4]